S1C(=CC=C1)C(\C=C\NC1=CC=C(C=C1)C)=O (E)-1-(thiophene-2-yl)-3-(p-tolylamino)prop-2-en-1-one